BrC1=NC(=NC=C1N)Cl 4-bromo-2-chloropyrimidin-5-amine